(S)-1-(4-(8-((4-([1,2,4]triazolo[1,5-a]pyridin-7-yloxy)-2-fluoro-3-methylphenyl)amino)pyrimido[5,4-d]pyrimidin-2-yl)-2-methyl-3,6-dihydropyridin-1(2H)-yl)prop-2-en-1-one N=1C=NN2C1C=C(C=C2)OC2=C(C(=C(C=C2)NC2=NC=NC1=C2N=C(N=C1)C=1C[C@@H](N(CC1)C(C=C)=O)C)F)C